FC(OC=1C(=NC=C(C1)F)[N+](=O)[O-])F 3-(difluoromethoxy)-5-fluoro-2-nitropyridine